O(C1=C(C=CC=C1)O)C1=C(C=CC=C1)O oxodiphenol